2-(o-tolyl)oxirane C1(=C(C=CC=C1)C1OC1)C